NC=1C(=NC(=CC1)C1=CC2=C(C(=CC=C2C=C1)OC)NCC(=C)C#N)C(=O)NC1CCC(CC1)N(C)C 3-amino-6-{8-[(2-cyano-2-methylideneethyl)amino]-7-methoxynaphthalen-2-yl}-N-[(1r,4r)-4-(dimethylamino)cyclohexyl]pyridine-2-carboxamide